C(C1=CC=CC=C1)(=O)OCC1(CC1)N(C(=O)C1=NN(C2=C1CN(CC2)C(=O)OC(C)(C)C)COCC[Si](C)(C)C)C Tert-butyl 3-((1-((benzoyloxy)methyl)cyclopropyl)(methyl)carbamoyl)-1-((2-(trimethylsilyl)ethoxy)methyl)-1,4,6,7-tetrahydro-5H-pyrazolo[4,3-c]pyridine-5-carboxylate